[OH-].[OH-].[OH-].[OH-].[Zn+2].[Zn+2] Zinc tetrahydroxide